4-((6-bromopyridin-2-yl)oxy)but-2-yn-1-ol BrC1=CC=CC(=N1)OCC#CCO